CN(C)CC1=C(C=CC=C1)[Pd] 2-[(dimethylamino)methyl]Phenyl-palladium